Ethyl {(2S,3S)-3-[(3-cyano-4-fluorophenyl)carbamoyl]-2-methylpyrrolidin-1-yl}(oxo)acetate C(#N)C=1C=C(C=CC1F)NC(=O)[C@@H]1[C@@H](N(CC1)C(C(=O)OCC)=O)C